N(C(=O)C)CCN(CCN)CCNC(=O)C N,N-bis(2-acetaminoethyl)ethylenediamine